C(C1=CC=CC=C1)(=O)[O-].C[N+](CCCCCCCC)(CCCCCCCC)CCCCCCCC methyltrioctylammonium benzoate